C(=O)(O)C1=C(C=C(C(=O)OCC)C#N)C=CC(=C1)O ethyl 2-carboxy-4-hydroxy-α-cyanocinnamate